Methyl-2-[4-methyl-2-(trifluoromethyl)phenyl]-5-[1-(phenylsulfonyl)-1H-pyrrolo[2,3-b]pyridin-4-yl]-1-{[2-(trimethylsilyl)ethoxy]methyl}-1H-pyrrole-3-carboxylate COC(=O)C1=C(N(C(=C1)C1=C2C(=NC=C1)N(C=C2)S(=O)(=O)C2=CC=CC=C2)COCC[Si](C)(C)C)C2=C(C=C(C=C2)C)C(F)(F)F